CC(CCCCN)(C)C1=CC=C(C=C1)C(CCCCN)(C)C 1,4-bis(1,1-dimethyl-5-amino-pentyl)-benzene